3-(8-azaspiro[4.5]decan-3-yl)-6-[2-cyano-3-[[ethyl(methyl)sulfamoyl]amino]-6-fluoro-phenoxy]-5-fluoro-4-oxo-quinazoline C1CC(CC12CCNCC2)N2C=NC1=CC=C(C(=C1C2=O)F)OC2=C(C(=CC=C2F)NS(N(C)CC)(=O)=O)C#N